N-[(1R,2S)-2-hydroxy-2-methyl-indan-1-yl]-3-[(1R)-1-(2-imino-4,4-dimethyl-6-oxo-hexahydropyrimidin-1-yl)-3-methoxy-propyl]benzamide O[C@@]1([C@@H](C2=CC=CC=C2C1)NC(C1=CC(=CC=C1)[C@@H](CCOC)N1C(NC(CC1=O)(C)C)=N)=O)C